FC=1C=C(C=CC1)C1=C(C(C2=CC=CC3=C2C1=NS3(=O)=O)=O)NC (3-fluorophenyl)-4-(methylamino)-5H-naphtho[1,8-cd]isothiazol-5-one-1,1-dioxide